C1=C(C(=C(C(=C1I)NC(=O)CCCCC(=O)NC2=C(C=C(C(=C2I)C(=O)[O-])I)I)I)C(=O)[O-])I The molecule is a dicarboxylic acid anion that is the conjugate base of adipiodone arising from deprotonation of the two carboxy groups; major species at pH 7.3. It is a conjugate base of an adipiodone.